N,N-dimethyl-toluenediamine CN(C(C1=CC=CC=C1)N)C